N-(4-((1S,2S)-2-phenylcyclopentyl)thiazol-2-yl)-1-(pyridin-4-ylmethyl)-1H-pyrrole-2-carboxamide C1(=CC=CC=C1)[C@@H]1[C@H](CCC1)C=1N=C(SC1)NC(=O)C=1N(C=CC1)CC1=CC=NC=C1